ClC=1C(=NC(=NC1)N1[C@H](CN([C@@H](C1)C)C)C)N1CC(C1)C(=O)NC(C)(C)C1=CN=C2N1C=CC=C2 1-(5-chloro-2-((2s,5r)-2,4,5-trimethylpiperazin-1-yl)pyrimidin-4-yl)-N-(2-(imidazo[1,2-a]pyridin-3-yl)propan-2-yl)azetidine-3-carboxamide